N-[4-(3-anilino-7-ethyl-4-oxo-4,5-dihydro-1H-pyrrolo[3,2-c]pyridin-2-yl)pyridin-2-yl]-4,4-difluoro-2-(4-fluorophenyl)butanamide N(C1=CC=CC=C1)C1=C(NC2=C1C(NC=C2CC)=O)C2=CC(=NC=C2)NC(C(CC(F)F)C2=CC=C(C=C2)F)=O